OC1CCN(CC1)C(=O)C=1C2=C(N(N1)CC(=O)N1CCN(CC1)C1=C(C(=CC=C1)C(F)(F)F)C)C[C@@H]1[C@H]2C1 2-((3bR,4aR)-3-(4-Hydroxypiperidin-1-carbonyl)-3b,4,4a,5-tetrahydro-1H-cyclopropa[3,4]cyclopenta[1,2-c]pyrazol-1-yl)-1-(4-(2-methyl-3-(trifluoromethyl)phenyl)piperazin-1-yl)ethanon